phosphoryl-(4-methyl)aniline P(=O)#CC1=CC=C(N)C=C1